ethyl 2-(4-(13,13-dimethyl-3,11-dioxo-4,7,12-trioxa-2,10-diazatetradecyl)phenyl)thiazole-4-carboxylate CC(OC(NCCOCCOC(NCC1=CC=C(C=C1)C=1SC=C(N1)C(=O)OCC)=O)=O)(C)C